1,1'-(3,3'-dimethoxy[1,1'-biphenyl]-4,4'-diyl)bis{4-amino-2-hydroxy-3-[(E)-diazenyl]naphthalene-1-sulfonic acid} COC=1C=C(C=CC1C1(C(C(=C(C2=CC=CC=C12)N)\N=N\[H])O)S(=O)(=O)O)C1=CC(=C(C=C1)C1(C(C(=C(C2=CC=CC=C12)N)\N=N\[H])O)S(=O)(=O)O)OC